(3-(2,6-Dioxopiperidin-3-yl)-1H-indazol-1-yl)acetic acid O=C1NC(CCC1C1=NN(C2=CC=CC=C12)CC(=O)O)=O